FC1=C(C(=CC=C1)OC)[C@@H]1N(CCCCC1)C1=NC(=NC(=C1)C)N |r| (+/-)-4-[2-(2-fluoro-6-methoxy-phenyl)azepan-1-yl]-6-methyl-pyrimidin-2-amine